ClC1=C(C(=CC=C1)N1CCN(CC1)C(C)C)NC(=O)N1C[C@@](CC1)(C(F)(F)F)C1=CC=CC=C1 (3S)-N-[2-chloro-6-(4-isopropylpiperazin-1-yl)phenyl]-3-phenyl-3-(trifluoromethyl)pyrrolidine-1-carboxamide